(R)-4-(5-(3-aminopiperidin-1-yl)-2-(3-fluoro-4-methoxyphenyl)-1H-indol-1-yl)benzonitrile N[C@H]1CN(CCC1)C=1C=C2C=C(N(C2=CC1)C1=CC=C(C#N)C=C1)C1=CC(=C(C=C1)OC)F